FC=1C=C(C=CC1N1CCN(CC1)CCCCCCO)NC1C(NC(CC1)=O)=O 3-((3-fluoro-4-(4-(6-hydroxyhexyl)piperazin-1-yl)phenyl)amino)piperidine-2,6-dione